NC1CC=C(CC1)C1=CN(C=2N=CN=C(C21)N)C 5-(4-aminocyclohex-1-en-1-yl)-7-methyl-7H-pyrrolo[2,3-d]pyrimidin-4-amine